FC1=C(C=CC(=C1)[N+](=O)[O-])N1CC(C1)C=O 1-(2-fluoro-4-nitrophenyl)azetidine-3-carbaldehyde